9,10-anthraquinone-2,6-disulfonic acid C1=C(C=CC=2C(C3=CC(=CC=C3C(C12)=O)S(=O)(=O)O)=O)S(=O)(=O)O